(3-((3-chloro-5-(trifluoromethyl)pyridin-2-yl)oxy)propoxy)phenol ClC=1C(=NC=C(C1)C(F)(F)F)OCCCOC1=C(C=CC=C1)O